CC1=C(C=NC(=C1[N+](=O)[O-])C)B(O)O (4,6-dimethyl-5-nitro-3-pyridinyl)boronic acid